5-(2-((3aR,5r,6aS)-5-benzyl-5-hydroxyhexahydrocyclopenta[c]pyrrol-2(1H)-yl)acetyl)indolin-2-one C(C1=CC=CC=C1)C1(C[C@@H]2[C@@H](CN(C2)CC(=O)C=2C=C3CC(NC3=CC2)=O)C1)O